C1(CCCCC1)NC(CN1S(C2=C(C3=C1C=CC(=C3)C(F)(F)F)C=CC=C2)(=O)=O)=O N-cyclohexyl-2-[5,5-dioxido-9-(trifluoromethyl)-6H-dibenzo[c,e][1,2]thiazin-6-yl]acetamide